4-(((2S,4R)-2-(((4-(aminomethyl)pyridin-2-yl)sulfonyl)methyl)-4-phenylpyrrolidin-1-yl)sulfonyl)thiomorpholine 1,1-dioxide 2,2,2-trifluoroacetate FC(C(=O)O)(F)F.NCC1=CC(=NC=C1)S(=O)(=O)C[C@H]1N(C[C@H](C1)C1=CC=CC=C1)S(=O)(=O)N1CCS(CC1)(=O)=O